C[Si](C)(C)C#CC1(COC1)C1=NN=C2N1C=C(C=C2)S(=O)(=O)N (3-((Trimethylsilyl)ethynyl)oxetan-3-yl)-[1,2,4]triazolo[4,3-a]pyridine-6-sulfonamide